Para-trifluoromethoxyaniline FC(OC1=CC=C(N)C=C1)(F)F